SC=CC(=O)O.SC=CC(=O)O.SC=CC(=O)O.OC(O)(O)CCC trihydroxymethyl-propane tris(3-mercaptoacrylate)